propionic acid sodium salt dihydrate O.O.[Na+].C(CC)(=O)[O-]